BrC1=CC=C(C=C1)[C@@H](C(F)(F)F)N(C(=O)C1CCS(CC1)(=O)=O)C (S)-N-(1-(4-bromophenyl)-2,2,2-trifluoroethyl)-N-methyltetrahydro-2H-thiopyran-4-carboxamide 1,1-dioxide